C(CCCC)C1=CC=C(C(=O)C2=C(C(=O)O)C=CC=C2)C=C1 2-(4'-pentyl-benzoyl)benzoic acid